SC1=CC=C(C=C1)SSCCCCCCO 6-((4-mercaptophenyl)dithio)hexan-1-ol